Cl.C1(CCCCC1)N1C2C3=CC=CC=C3C1CCC2 12-Cyclohexyl-12-azatricyclo[6.3.1.02,7]dodeca-2,4,6-trien hydrochloride